4-(7-(difluoromethyl)-6-(1-methyl-1H-pyrazol-4-yl)-3,4-dihydroquinolin-1(2H)-yl)-N-methylisoquinoline-6-carboxamide FC(C1=C(C=C2CCCN(C2=C1)C1=CN=CC2=CC=C(C=C12)C(=O)NC)C=1C=NN(C1)C)F